NC1=NC=CC(=C1Cl)SC=1C=2N(C(=NC1)N1CCC3(CC1)[C@@H](C1=C(C=NC=C1)C3)N)C=CN2 (S)-1'-(8-((2-amino-3-chloropyridin-4-yl)thio)imidazo[1,2-c]pyrimidin-5-yl)-5,7-dihydrospiro[cyclopenta[c]pyridin-6,4'-piperidin]-5-amine